CC=1C=2C(C(=NN1)C)=NON2 4,7-dimethyl-[1,2,5]oxadiazolo[3,4-d]pyridazine